N-((R)-1-(3-Amino-5-(1,1-difluoro-2-methoxyethyl)phenyl)ethyl)-7-methoxy-2-methyl-6-(((S)-1-methylpyrrolidin-3-yl)oxy)quinazolin-4-amine NC=1C=C(C=C(C1)C(COC)(F)F)[C@@H](C)NC1=NC(=NC2=CC(=C(C=C12)O[C@@H]1CN(CC1)C)OC)C